4-[4-(6-methoxy-9-methylsulfonyloxy-1,5-dihydro-3H-2,4-benzodioxepin-3-yl)-2-thiazolyl]-1-[2-(3,5-dichloro-1H-pyrazol-1-yl)acetyl]piperidine COC1=CC=C(C=2COC(OCC21)C=2N=C(SC2)C2CCN(CC2)C(CN2N=C(C=C2Cl)Cl)=O)OS(=O)(=O)C